2-Amino-6-cyano-N-cyclopropyl-6-(2-(difluoromethoxy)ethyl)-7-oxo-4,5,6,7-tetrahydrobenzo[b]thiophene-3-carboxamide NC1=C(C2=C(S1)C(C(CC2)(CCOC(F)F)C#N)=O)C(=O)NC2CC2